3-amino-5-(methylamino)-1H-pyrazole NC1=NNC(=C1)NC